N1C=NC2=C1C=CC(=C2)N2C(C1(C2C2=C(C=C(C=C2F)OCCC(F)F)F)CCC1)=O 2-(1H-benzo[d]imidazol-5-yl)-3-(4-(3,3-difluoropropoxy)-2,6-difluorophenyl)-2-azaspiro[3.3]heptan-1-one